CC(CNC(\C=C\C=C\C=C\C=C/C=C/CCC)=O)=C 2E,4E,8Z,10E,12E-tetradecapentaenoic acid-N-(2-methyl-2-propenyl)amide